3-Bromobenzyl ((2S)-3-cyclohexyl-1-(((2S)-1-(diethoxyphosphoryl)-1-hydroxy-3-((S)-2-oxopyrrolidin-3-yl)propan-2-yl)amino)-1-oxopropan-2-yl)carbamate C1(CCCCC1)C[C@@H](C(=O)N[C@H](C(O)P(=O)(OCC)OCC)C[C@H]1C(NCC1)=O)NC(OCC1=CC(=CC=C1)Br)=O